2-amino-7-(6-(4-propylpiperidin-1-yl)pyridin-3-yl)pyrido[4,3-d]pyrimidine NC=1N=CC2=C(N1)C=C(N=C2)C=2C=NC(=CC2)N2CCC(CC2)CCC